NC=1C=2N(C=CN1)C(=NC2C2=CC(=C(C=C2)NC(OC(C)(C)C)=O)OC)CCN2CCN(CC2)C(C)C tert-Butyl (4-(8-amino-3-(2-(4-isopropylpiperazin-1-yl)ethyl)imidazo[1,5-a]pyrazin-1-yl)-2-methoxyphenyl)carbamate